4-fluoro-N-(1-(5-(6-(2-hydroxypropan-2-yl)pyridin-2-yl)-5,6,7,8-tetrahydro-1,5-naphthyridin-2-yl)cyclopropyl)benzamide FC1=CC=C(C(=O)NC2(CC2)C2=NC=3CCCN(C3C=C2)C2=NC(=CC=C2)C(C)(C)O)C=C1